C(C(C)C)C1=CC=C(C=C1)N=C=NC1=CC=C(C=C1)CC(C)C bis(p-isobutylphenyl)carbodiimide